dithiophosphoric acid iron [Fe].P(S)(O)(O)=S